1-(4-(3-((1r,3r,5S,7r)-3,5-dimethyladamantan-1-yl)ureido)-3-fluorobenzoyl)-N-(2-hydroxypropyl)piperidine-4-carboxamide 7-ethoxy-2-methylimidazo[1,2-a]pyridine-6-carboxylate C(C)OC1=CC=2N(C=C1C(=O)O)C=C(N2)C.C[C@]21CC3(CC(C[C@@](C2)(C3)C)C1)NC(NC1=C(C=C(C(=O)N3CCC(CC3)C(=O)NCC(C)O)C=C1)F)=O